C(C)OC(=O)C1NCC2(C1)CCN(CC2)C(=O)OC(C)(C)C 2,8-diazaspiro[4.5]decane-3,8-dicarboxylic acid 8-(tert-butyl) 3-ethyl ester